BrC=1C=C2CCC(C2=CC1)NC(C1=CC=C(C=C1)F)=O N-(5-bromo-2,3-dihydro-1H-inden-1-yl)-4-fluorobenzamide